C=C1C(CCCC1)OC(C)OCCOCCOC=C 1-methylen-2-[1-[2-(2-vinyloxyethoxy)-ethoxy]ethoxy]cyclohexan